4-(6-((1R,3S,5s,7s)-5-amino-2-azaadamantan-2-yl)pyridin-3-yl)-6-(1-methyl-1H-pyrazol-4-yl)pyrazolo[1,5-a]pyridine-3-carbonitrile NC12C[C@H]3N([C@H](CC(C1)C3)C2)C2=CC=C(C=N2)C=2C=3N(C=C(C2)C=2C=NN(C2)C)N=CC3C#N